FC=1C=C(C=CC1)C#CC1=NC(N2C(N3[C@H](COCC3)C2)=C1)=O (S)-7-((3-fluorophenyl)ethynyl)-3,4,11,11a-tetrahydropyrimido[6',1':2,3]imidazo[5,1-c]-[1,4]oxazin-9(1H)-one